(tert-Butoxycarbonyl)-N2-(3-((4-((2-(diethylamino)ethyl)carbamoyl)-3,5-dimethyl-1H-pyrrol-2-yl)methylene)-5-fluoro-2-oxoindole-1-carbonyl)-L-lysine methyl ester COC([C@@H](N(C(=O)N1C(C(C2=CC(=CC=C12)F)=CC=1NC(=C(C1C)C(NCCN(CC)CC)=O)C)=O)C(=O)OC(C)(C)C)CCCCN)=O